1-(benzothiazol-2-yl)butan-1-ol S1C(=NC2=C1C=CC=C2)C(CCC)O